FC1=C(C(=CC=C1)F)C=1C=CC(=NC1)C=O 5-(2,6-difluorophenyl)pyridine-carbaldehyde